FC1=C(N)C=C(C(=C1)C)C=1N=C(C=2N(C1)C=CN2)N2CCOCC2 2-fluoro-4-methyl-5-[8-(morpholin-4-yl)imidazo[1,2-a]pyrazin-6-yl]aniline